isopropyl-bochydrazine C(C)(C)N(N)C(=O)OC(C)(C)C